P(=O)(OOCC)(OOCC)[O-].[Li+] lithium bis(ethoxy) phosphate